(2S)-tert-butyl 4-((3-(4-bromophenyl)-4,4,4-trifluorobutyl)thio)-2-((tert-butoxycarbonyl)amino)butanoate BrC1=CC=C(C=C1)C(CCSCC[C@@H](C(=O)OC(C)(C)C)NC(=O)OC(C)(C)C)C(F)(F)F